((6-amino-5-(2-methoxyphenoxy)-2-(p-tolyl)pyrimidin-4-yl)oxy)ethan-1-ol NC1=C(C(=NC(=N1)C1=CC=C(C=C1)C)OC(C)O)OC1=C(C=CC=C1)OC